C(=O)[C@@]1(N(CCC1)C(=O)OC(C)(C)C)C tert-butyl (R)-2-formyl-2-methylpyrrolidine-1-carboxylate